6-(4-hydroxy-3,3-dimethyl-1-butenyl)-5,8-dimethoxy-1,4-naphthalenedione dioxime OCC(C=CC=1C(=C2C(C=CC(C2=C(C1)OC)=NO)=NO)OC)(C)C